tert-Butyl 4-(5-chloro-1H-indol-3-yl)-3,6-dihydro-2H-pyridine-1-carboxylate ClC=1C=C2C(=CNC2=CC1)C=1CCN(CC1)C(=O)OC(C)(C)C